C(C=C)(=O)N1[C@@H](C[C@H](CC1)N1N=CC=2C(=NC=3C(=C(C(=CC3C21)Cl)Br)F)N2CC(C2)N(C)C)CC#N 2-((2S,4S)-1-acryloyl-4-(7-bromo-8-chloro-4-(3-(dimethylamino)azetidin-1-yl)-6-fluoro-1H-pyrazolo[4,3-c]quinolin-1-yl)piperidin-2-yl)acetonitrile